Sodium (2S)-1-hydroxy-2-((S)-4-methyl-2-(((((1s,4S)-4-propylcyclohexyl)oxy)carbonyl) amino)pentanamido)-3-((S)-2-oxopyrrolidin-3-yl)propane-1-sulfonate OC([C@H](C[C@H]1C(NCC1)=O)NC([C@H](CC(C)C)NC(=O)OC1CCC(CC1)CCC)=O)S(=O)(=O)[O-].[Na+]